N-[5-(4-cyano-3-fluorophenyl)-[1,2,4]triazolo[1,5-a]pyridin-7-yl]-2-methoxy-2-methylpropanamide C(#N)C1=C(C=C(C=C1)C1=CC(=CC=2N1N=CN2)NC(C(C)(C)OC)=O)F